FC=1C=C(C=NS(=O)C(C)(C)C)C=CC1C(C)C N-(3-fluoro-4-isopropylbenzylidene)-2-methylpropane-2-sulfinamide